C1(=CC=CC=C1)C(=C(C1=CC=CC=C1)C1=CC=CC=C1)NC1=CC=CC=C1 (1,2,2-triphenylvinyl)aniline